BrCCCCCOC=1C(=CC2=C(N(C[C@H]3N(C2=O)C=C(C3)C3=CC=C(C=C3)C3CCOCC3)C(=O)OCC=C)C1)OC Allyl (S)-8-((5-bromopentyl)oxy)-7-methoxy-5-oxo-2-(4-(tetrahydro-2H-pyran-4-yl)phenyl)-11,11a-dihydro-1H-benzo[e]pyrrolo[1,2-a][1,4]diazepine-10(5H)-carboxylate